FC1=CC=2C=3N(C=NC2C=C1)N=C(N3)C3=C(C=CC=C3)F 9-fluoro-2-(2-fluorophenyl)[1,2,4]triazolo[1,5-c]quinazolin